BrC=1C2=C(SC1C(F)(F)P(OCC)(OCC)=O)C(=CC(=C2)CC#N)OCCCC(F)(F)F diethyl ((3-bromo-5-(cyanomethyl)-7-(4,4,4-trifluorobutoxy)benzo[b]thiophen-2-yl)difluoromethyl)phosphonate